ClC1=CC(=C(C=C1Cl)C(NC(C)=O)C1CCNCC1)O N-[(4,5-dichloro-2-hydroxyphenyl)(piperidin-4-yl)methyl]acetamide